2-(4-chlorophenyl)-4,6-bis(4-naphthalen-1-yl-phenyl)-4-(4-pyridin-3-yl-phenyl)-benzoxazole ClC1=CC=C(C=C1)C1OC=2C(=N1)C(C=C(C2)C2=CC=C(C=C2)C2=CC=CC1=CC=CC=C21)(C2=CC=C(C=C2)C=2C=NC=CC2)C2=CC=C(C=C2)C2=CC=CC1=CC=CC=C21